C(=O)=C1C(NN=CC=C1)=O carbonyl-diazepineone